3-Chloro-11-((3-isopropoxypropyl)amino)-6-methyl-6,11-dihydrodibenzo[c,f][1,2]thiazepine 5,5-dioxide ClC1=CC2=C(C(C3=C(N(S2(=O)=O)C)C=CC=C3)NCCCOC(C)C)C=C1